4-chloro-5-[[(2R,5R)-5-[2-[4-(5-chloropyrimidin-2-yl)piperazin-1-yl]-2-oxoethyl]oxolan-2-yl]methoxy]-2,3-dihydropyridazin-3-one ClC=1C(NN=CC1OC[C@@H]1O[C@H](CC1)CC(=O)N1CCN(CC1)C1=NC=C(C=N1)Cl)=O